7-cyclopropylpyrido[2,3-d]pyrimidin-2-one C1(CC1)C=1C=CC2=C(NC(N=C2)=O)N1